8,8,11-trimethyl-2-(2-oxopropyl)-5-pentyl-2-phenyl-8a,9,10,12a-tetrahydro-4H,8H-benzo[c][1,3]dioxino[4,5-f]chromen-4-one CC1(OC2=CC(=C3C(=C2C2C1CCC(=C2)C)OC(OC3=O)(C3=CC=CC=C3)CC(C)=O)CCCCC)C